C(C)(C)(C)OC(/C(=C/C=1OC=CC1)/NC1=NC=C(N=C1CC1=C(C=CC=C1F)F)C1=C(C(=CC=C1)O[Si](C)(C)C(C)(C)C)F)=O (Z)-2-((5-(3-((tert-butyldimethylsilyl)oxy)-2-fluorophenyl)-3-(2,6-difluorobenzyl)pyrazin-2-yl)amino)-3-(furan-2-yl)acrylic acid tert-butyl ester